3-hydroxy-L-ornithyl-trans-3-hydroxy-L-proline OC([C@H](N)C(=O)N1[C@@H]([C@H](CC1)O)C(=O)O)CCN